1-hexadecyl-2,3-dimethylimidazole hexafluorophosphate F[P-](F)(F)(F)(F)F.C(CCCCCCCCCCCCCCC)N1C(N(C=C1)C)C